C(C)(C)(C)OC(=O)N1[C@H](C[C@@H](C1)N1N=C(C=2C1=NC=NC2N)C#CC=2C=CC1=C(N(C=N1)C)C2)COC (2R,4S)-4-(4-amino-3-((1-methyl-1H-benzo[d]imidazol-6-yl)ethynyl)-1H-pyrazolo[3,4-d]pyrimidin-1-yl)-2-(methoxymethyl)pyrrolidine-1-carboxylic acid tert-butyl ester